6-bromo-2H-spiro[benzofuran-3,1'-cyclopentane]-2-one BrC1=CC2=C(C=C1)C1(CCCC1)C(O2)=O